butyl (3R)-3-(methylamino)piperidine-1-carboxylate CN[C@H]1CN(CCC1)C(=O)OCCCC